CC1=C(C=NC=C1)C1=CC(=NC=C1)C(=O)NC=1SC=C(N1)C 4-Methyl-N-(4-methylthiazol-2-yl)-[3,4'-bipyridine]-2'-carboxamide